C(C)N(C(=O)C1=CC=C2C(=N1)CCC2)CC N,N-diethyl-5H,6H,7H-cyclopenta[b]pyridine-2-carboxamide